2-Chloro-6-((cyclohexyl-(ethyl)amino)methyl)-4-nitrophenol ClC1=C(C(=CC(=C1)[N+](=O)[O-])CN(CC)C1CCCCC1)O